C1(CCC1)C=1C(=NN(C1C1=C(C=C(C=C1)F)F)C)NC(CC(C(F)(F)F)(C)C)=O N-(4-cyclobutyl-5-(2,4-difluorophenyl)-1-methyl-1H-pyrazol-3-yl)-4,4,4-trifluoro-3,3-dimethylbutanamide